3-(4-(isopropylsulfonyl)phenyl)-5-methyl-pyrazol-4-ol C(C)(C)S(=O)(=O)C1=CC=C(C=C1)C1=NNC(=C1O)C